5,8-dibromo-6,7-difluoro-methylquinolin-2-ol BrC1=C2C=C(C(=NC2=C(C(=C1F)F)Br)O)C